ClC1=CC=C(C=C)C=C1 4-Chlorostyrene